(1-((2,2-Dimethylcyclopropyl)methyl)pyrrolidin-3-ylmethyl)-1-(3-(4-methoxyphenyl)-1,2,4-oxadiazol-5-yl)piperidine-4-carboxamide CC1(C(C1)CN1CC(CC1)CC1N(CCC(C1)C(=O)N)C1=NC(=NO1)C1=CC=C(C=C1)OC)C